2'-chloro-4'-(N-methylpropanamido)-N-(pyridin-3-ylmethyl)-[1,1'-biphenyl]-4-carboxamide ClC1=C(C=CC(=C1)N(C(CC)=O)C)C1=CC=C(C=C1)C(=O)NCC=1C=NC=CC1